N-methyl-2-[[3-oxo-8-(2-pyridyl)-1H-benzo[e]isoindol-2-yl]methyl]prop-2-enamide CNC(C(=C)CN1C(C=2C=CC3=C(C2C1)C=C(C=C3)C3=NC=CC=C3)=O)=O